ONC(C1=CC=C(C=C1)CC(NC=1C=C2C(=NC=NC2=CC1)NC=1C=C(C=CC1)C)=O)=O N-hydroxy-4-(2-oxo-2-((4-(m-tolylamino)quinazolin-6-yl)amino)ethyl)benzamide